N-(3-aminopropyl)-N-methyl-1,3-propanediamine NCCCN(CCCN)C